CC1(C(N2N(C=3C=CC=CC3C3C2C(N(C3=O)C3=CC=CC=C3)=O)C1)=O)C 6,6-Dimethyl-2-phenyl-3a,6,7,12b-tetrahydro-1H,5H-pyrazolo[1,2-a]pyrrolo[3,4-c]cinnoline-1,3,5(2H)-trione